C(C)(C)(C)OC(=O)N1C(CN(CC1)CCNS(=O)(=O)C=1C=2C3=C(C(N(C3=CC1)CC)=O)C=CC2)C(C)(C)C tert-butyl-4-(2-(1-ethyl-2-oxo-1,2-dihydrobenzo[cd]indole-6-sulfonamido)ethyl)piperazine-1-carboxylic acid tert-butyl ester